Methyl (2S,3R)-3-((tert-butoxycarbonyl)amino)-4-(4-chlorophenyl)-2-hydroxybutanoate C(C)(C)(C)OC(=O)N[C@@H]([C@@H](C(=O)OC)O)CC1=CC=C(C=C1)Cl